BrC1=CC=C(C(=O)NNC([C@H](NC2=C(C(=C(C=C2)C#N)Cl)C)[C@@H](O)C)=O)C=C1 4-bromo-N'-((3-chloro-4-cyano-2-methylphenyl)-D-threonyl)benzoyl-hydrazine